FC=1C=C(C=CC1)CN1C(NC2=NC=C(C=C21)C2=CC(=CC=C2)C(F)(F)F)=O 1-[(3-fluorophenyl)methyl]-6-[3-(trifluoromethyl)phenyl]-3H-imidazo[4,5-b]pyridin-2-one